OC1CC(C1)CCNC(O[C@H]1[C@H](NC[C@@H]1O)CC1=CC=C(C=C1)C1=CN=CS1)=O (2R,3S,4S)-4-hydroxy-2-{[4-(1,3-thiazol-5-yl)phenyl]methyl}pyrrolidin-3-yl N-{2-[(1r,3s)-3-hydroxycyclobutyl]ethyl}carbamate